7-fluoro-6-nitro-3,4-dihydro-1H-quinolin-2-one FC1=C(C=C2CCC(NC2=C1)=O)[N+](=O)[O-]